(2-ethyl-7-(trifluoromethyl)imidazo[1,2-a]pyrimidin-3-yl)(4-methoxyphenyl)methanone C(C)C=1N=C2N(C=CC(=N2)C(F)(F)F)C1C(=O)C1=CC=C(C=C1)OC